benzyl ((R)-1-(4-((3S,4S)-3,4-bis(((1S,2R)-2-phenyl cyclopropyl)carbamoyl)pyrrolidine-1-carbonyl)benzoyl)pyrrolidin-3-yl)(pentadecyl)carbamate C1(=CC=CC=C1)[C@@H]1[C@H](C1)NC(=O)[C@@H]1CN(C[C@H]1C(N[C@@H]1[C@H](C1)C1=CC=CC=C1)=O)C(=O)C1=CC=C(C(=O)N2C[C@@H](CC2)N(C(OCC2=CC=CC=C2)=O)CCCCCCCCCCCCCCC)C=C1